BrCC1=CC=C(C=C1)S(=O)(=O)N 4-(bromomethyl)-benzenesulfonamide